C1(CCCCC1)(C1=CC=C(C=C1)NC1=CC=C(C=C1)C1CCCCC1)C1=CC=C(C=C1)NC1=CC=C(C=C1)C1CCCCC1 4,4'-(1,1-cyclohexane-diyl)bis{N-(4-cyclohexylphenyl)aminobenzene}